ClC=1C(=NC(=NC1)N[C@@H]1C[C@H]2CO[C@@H]([C@H]1O)O2)C=2C=C1C(=C(N=NC1=C(C2)F)C(C)(C)O)C (1S,3R,4S,5R)-3-((5-chloro-4-(8-fluoro-3-(2-hydroxypropan-2-yl)-4-methylcinnolin-6-yl)pyrimidin-2-yl)amino)-6,8-dioxabicyclo[3.2.1]octan-4-ol